ClC=1C(=NC(=NC1OCC1=CC=C(C=C1)OC)C1=CC(=NC=C1)F)N1C[C@@H](CCCC1)N (R)-1-[5-chloro-2-(2-fluoro-pyridin-4-yl)-6-(4-methoxy-benzyloxy)-pyrimidin-4-yl]-azepan-3-ylamine